BrC=1C(=C(C=CC1Cl)C(CNC(OC(C)(C)C)=O)C1=CC=CC=C1)F tert-Butyl (2-(3-bromo-4-chloro-2-fluorophenyl)-2-phenylethyl)carbamate